(R or S)-1-[5-(1,2-dihydroxy-ethyl)-6-(4-fluoro-benzyl)-3,3-dimethyl-2,3-dihydro-pyrrolo[3,2-b]pyridin-1-yl]-ethanone O[C@@H](CO)C1=C(C=C2C(=N1)C(CN2C(C)=O)(C)C)CC2=CC=C(C=C2)F |o1:1|